F\C(=C/C(=O)NC1=CC=C(C=C1)F)\N1C=CC2=CC=CC=C12 (Z)-3-fluoro-N-(4-fluorophenyl)-3-indol-1-ylacrylamide